silicon-copper-nickel [Ni].[Cu].[Si]